CN1C2=C(C=C1C(=O)NC1=C(C=CC=C1)COC1=CC(=CC=C1)OC1CCNCC1)SC=C2 4-methyl-N-[2-[[3-(4-piperidyloxy)phenoxy]methyl]phenyl]thieno[3,2-b]pyrrole-5-carboxamide